(R)-tert-butyl 3-((7-(5,7-difluoronaphthalen-1-yl)-8-fluoro-2-((hexahydro-1H-pyrrolizin-7a-yl)methoxy)pyrido[4,3-d]pyrimidin-4-yl)(methyl)amino)pyrrolidine-1-carboxylate FC1=C2C=CC=C(C2=CC(=C1)F)C1=C(C=2N=C(N=C(C2C=N1)N([C@H]1CN(CC1)C(=O)OC(C)(C)C)C)OCC12CCCN2CCC1)F